CC=1C(=NN(C(C1)=O)COCC[Si](C)(C)C)C(=O)OC=1C(=NC=C(C1)CCCOC)C=1C=C(C2=C(C=CO2)C1)F 2-(7-fluorobenzofuran-5-yl)-5-(3-methoxypropyl)pyridin-3-ol methyl-6-oxo-1-((2-(trimethylsilyl)ethoxy)methyl)-1,6-dihydropyridazine-3-carboxylate